C1(CC1)C1=CN(C=2N=NC(=CC21)C2=C(C=C1C(C=CO1)=C2O)C)C2CC(C2)(C)O 5-(5-cyclopropyl-7-((1s,3s)-3-hydroxy-3-methylcyclobutyl)-7H-pyrrolo[2,3-c]pyridazin-3-yl)-6-methylbenzofuran-4-ol